5-chloro-1'-(2-{[1-(3-hydroxycyclobutyl)-1H-indazol-5-yl]oxy}ethyl)-1,2-dihydrospiro[indole-3,4'-piperidin]-2-one ClC=1C=C2C(=CC1)NC(C21CCN(CC1)CCOC=1C=C2C=NN(C2=CC1)C1CC(C1)O)=O